4-(4-(3-amino-2-fluorophenyl)-2-(tert-butyl)thiazol-5-yl)-N-(1-(methylsulfonyl)piperidin-4-yl)pyrimidin-2-amine NC=1C(=C(C=CC1)C=1N=C(SC1C1=NC(=NC=C1)NC1CCN(CC1)S(=O)(=O)C)C(C)(C)C)F